CN1N=C(C=C(C1=O)N1CCOCC1)C1=NN(C=2C=CC3=C(C12)CCCO3)C3OCCCC3 2-Methyl-4-morpholino-6-(3-(tetrahydro-2H-pyran-2-yl)-3,7,8,9-tetrahydropyrano[3,2-e]indazol-1-yl)pyridazin-3(2H)-one